3-(difluoromethyl)-1-((1r,4r)-4-((4-((3-((1-(2,6-dioxopiperidine-3-yl)-3-methyl-1H-indazol-4-yl)oxy)cyclobutyl)methoxy)piperidin-1-yl)methyl)cyclohexyl)-1H-pyrazole FC(C1=NN(C=C1)C1CCC(CC1)CN1CCC(CC1)OCC1CC(C1)OC1=C2C(=NN(C2=CC=C1)C1C(NC(CC1)=O)=O)C)F